rel-(S)-(5-(1H-Imidazol-4-yl)isochroman-1-yl)methanamine hydrochloride salt Cl.N1C=NC(=C1)C1=C2CCO[C@@H](C2=CC=C1)CN |o1:11|